FC=1C=NC=CC1N1CCN(CC1)[C@H](C)C1=CC=C(COC2=C3CN(C(C3=CC=C2)=O)[C@@H]2C(NC(CC2)=O)=O)C=C1 (S)-3-(4-((4-((R)-1-(4-(3-fluoropyridin-4-yl)piperazin-1-yl)ethyl)benzyl)oxy)-1-oxoisoindolin-2-yl)piperidine-2,6-dione